(3S,4S)-8-(9-((3,5-dichloro-2,6-difluorophenyl)ethynyl)-7H-imidazo[1,2-c]pyrazolo[4,3-e]pyrimidin-5-yl)-3-methyl-2-oxa-8-azaspiro[4.5]decan-4-amine ClC=1C(=C(C(=C(C1)Cl)F)C#CC1=NNC2=C1C=1N(C(=N2)N2CCC3([C@@H]([C@@H](OC3)C)N)CC2)C=CN1)F